(6Z)-4-hydroxy-6,10-dimethyl-undecan-6,9-dien-2-one OC(CC(C)=O)C\C(=C/CC=C(C)C)\C